FC(OC1=CC=C(C=C1)CN1C(C(C2=CC=CC=C12)(O)C1=CC=C(C=C1)S(=O)(=O)N)=O)F 4-[1-[[4-(difluoromethoxy)phenyl]methyl]-3-hydroxy-2-oxo-indolin-3-yl]benzenesulfonamide